3-[1-[2-aminoethyl(propyl)amino]but-3-enyl]-2-fluoro-benzonitrile NCCN(C(CC=C)C=1C(=C(C#N)C=CC1)F)CCC